N-(2-aminoethyl)-aminopropyl-methyl-Dimethoxysilane Methyl-4-bromo-2-(1,2,3,6-tetrahydropyridin-5-yl)benzothiophene-6-carboxylate COC(=O)C1=CC2=C(C=C(S2)C2=CCCNC2)C(=C1)Br.NCCNCCC[Si](OC)(OC)C